[6-[3-(cyclopropylmethylamino)-3-methyl-azetidin-1-yl]-4-fluoro-3-pyridinyl]boronic acid C1(CC1)CNC1(CN(C1)C1=CC(=C(C=N1)B(O)O)F)C